[5-[6-[(4-fluoro-3-methoxy-phenyl)-methyl-carbamoyl]-8-(methoxymethyl)imidazo[1,2-a]pyridin-3-yl]-2-pyridyl]carbamate FC1=C(C=C(C=C1)N(C(=O)C=1C=C(C=2N(C1)C(=CN2)C=2C=CC(=NC2)NC([O-])=O)COC)C)OC